(2-((2S,3S,4R,5S,6S)-3,4,5-tris(benzyloxy)-6-methylethyl-2H-pyran-2-yl) naphthalen-1-yl) acrylate C(C=C)(=O)OC1=C(C=CC2=CC=CC=C12)[C@@]1(OC(=C(C(=C1OCC1=CC=CC=C1)OCC1=CC=CC=C1)OCC1=CC=CC=C1)C)CC